(R or S)-7-(3,3-difluorocyclobutyl)-2-(1H-pyrazol-4-yl)-4,5,7,8-tetrahydro-3-oxa-1-thia-5a,8-diazabenzo[cd]azulen-9(6H)-one FC1(CC(C1)[C@@H]1CN2C=3C(=C(SC3C(N1)=O)C=1C=NNC1)OCC2)F |o1:5|